1-(trans-4-n-heptylcyclohexyl)-2,4-diaminobenzene C(CCCCCC)[C@@H]1CC[C@H](CC1)C1=C(C=C(C=C1)N)N